ClC=1N=C(C2=C(N1)N(C(C2(C)C)=O)C=2C=NC(=C(C2)F)N2C[C@H](C[C@H](C2)C)C)Cl 2,4-dichloro-7-(6-((3S,5R)-3,5-dimethylpiperidin-1-yl)-5-fluoropyridin-3-yl)-5,5-dimethyl-5,7-dihydro-6H-pyrrolo[2,3-d]pyrimidin-6-one